(R)-6-amino-N-(2-(1-(4-((6-amino-2-butoxy-8-oxo-7,8-dihydro-9H-purin-9-yl)methyl)benzyl)piperidin-4-yl)ethyl)-2-(2-(aminooxy)acetamido)hexanamide NCCCC[C@H](C(=O)NCCC1CCN(CC1)CC1=CC=C(C=C1)CN1C2=NC(=NC(=C2NC1=O)N)OCCCC)NC(CON)=O